4-tert-butyl-2,6-dimethyl-acetyl-benzene C(C)(C)(C)C1=CC=C(C(=C1)C)C(CC)=O